6-(2-amino-5-(3-((dimethylamino)methyl)-4-(tetrahydro-2H-pyran-4-yl)phenyl)-6-fluoropyridin-3-yl)-4,7-difluoroisoquinolin-1(2H)-one NC1=NC(=C(C=C1C=1C=C2C(=CNC(C2=CC1F)=O)F)C1=CC(=C(C=C1)C1CCOCC1)CN(C)C)F